ClC=1C(=NC=CC1)OC[C@@H]1N(CC(C1)C1CCC1)C(=O)OC(C)(C)C tert-butyl (2R)-2-(((3-chloropyridin-2-yl) oxy) methyl)-4-cyclobutylpyrrolidine-1-carboxylate